CC1=CC=C2C(NC=NC2=C1)=O 7-methyl-quinazolin-4(3H)-one